O-(2-cyclopropyl-5-nitrobenzo[d]oxazol-6-yl)-L-serine methyl ester COC([C@@H](N)COC1=CC2=C(N=C(O2)C2CC2)C=C1[N+](=O)[O-])=O